BrC=1C(=NC(=NC1)N(C(OC(C)(C)C)=O)C(=O)OC(C)(C)C)OC tert-butyl N-(5-bromo-4-methoxy-pyrimidin-2-yl)-N-tert-butoxycarbonyl-carbamate